(2S)-2-amino-N-(cyano(isoquinoline-4-yl)methyl)-4-methylpentanamide N[C@H](C(=O)NC(C1=CN=CC2=CC=CC=C12)C#N)CC(C)C